COC(C1=C(C(=CC=C1I)Cl)F)=O 3-chloro-2-fluoro-6-iodobenzoic acid methyl ester